3-Bromo-6-(4,4-difluoropiperidin-1-yl)-N-(3-((4-methoxybenzyl)oxy)-2,6-dimethylphenyl)-5-methylpyridin-2-amine BrC=1C(=NC(=C(C1)C)N1CCC(CC1)(F)F)NC1=C(C(=CC=C1C)OCC1=CC=C(C=C1)OC)C